p-methylamino-chlorobenzoic acid CNC1=CC(=C(C(=O)O)C=C1)Cl